C1(CC1)C([C@@H](C(=O)NC1=NC(=C(C=C1)C=1C(=NC=C(C1)OCF)C)F)NC(=O)C=1N(N=CC1)C(C)C)C1CC1 N-[(1S)-1-(dicyclopropylmethyl)-2-[[6-fluoro-5-[5-(fluoromethoxy)-2-methyl-3-pyridyl]-2-pyridyl]amino]-2-oxo-ethyl]-2-isopropyl-pyrazole-3-carboxamide